OCC1=CC=CC(=N1)C1(COC1)O 3-(6-(hydroxymethyl)pyridin-2-yl)oxetan-3-ol